ClC1=CC(=NC(=C1)Cl)C(=O)NC1CCC(CC1)OCCOC 4,6-dichloro-N-((1r,4r)-4-(2-methoxyethoxy)cyclohexyl)pyridinecarboxamide